N-[2,3-difluoro-4-(trifluoromethyl)phenyl]-5-(2-pyridyl)-1H-pyrrole-3-sulfonamide FC1=C(C=CC(=C1F)C(F)(F)F)NS(=O)(=O)C1=CNC(=C1)C1=NC=CC=C1